1,10-decanediol distearate C(CCCCCCCCCCCCCCCCC)(=O)OCCCCCCCCCCOC(CCCCCCCCCCCCCCCCC)=O